2-(4-formylphenoxy)ethyl 2-[1-[(4-methylphenyl)methyl]-5-oxopyrrolidin-2-yl]acetate CC1=CC=C(C=C1)CN1C(CCC1=O)CC(=O)OCCOC1=CC=C(C=C1)C=O